COC1=CC=C(C=N1)N1C2=NC(=NC(=C2N=C1)NN=CC1=CC(=CC=C1)C)N1CCOCC1 4-(9-(6-methoxypyridin-3-yl)-6-(2-(3-methylbenzylidene)hydrazinyl)-9H-purin-2-yl)morpholine